8-benzyl-9-(4-((1-(3-fluoropropyl)azetidin-3-ylidene)methyl)phenyl)-6,7-dihydro-5H-benzo[7]annulene-3-carboxylic acid C(C1=CC=CC=C1)C=1CCCC2=C(C1C1=CC=C(C=C1)C=C1CN(C1)CCCF)C=CC(=C2)C(=O)O